2-benzoylamino-4-(methylsulfinyl)butanoic acid C(C1=CC=CC=C1)(=O)NC(C(=O)O)CCS(=O)C